NC1=C(C=CC(=C1)C(=O)NC=1C=NC(=C(C1)Cl)N1N=CC=N1)C1=CC=CC=C1 amino-N-(5-chloro-6-(2H-1,2,3-triazol-2-yl)pyridin-3-yl)-[1,1'-biphenyl]-4-carboxamide